C(CCCCCCCCCCCCCCCCC)(=O)[O-].C(CCCCCCCCCCCCCCCCC)(=O)[O-].C(CCCCCCCCCCCCCCCCC)(=O)[O-].[Na+].[Na+].[Na+] sodium tristearate